4-bromo-5-(((1S,4r)-4-((S)-3-hydroxypiperidin-1-yl)cyclohexyl)amino)benzo[d]thiazole-2-carbonitrile BrC1=C(C=CC2=C1N=C(S2)C#N)NC2CCC(CC2)N2C[C@H](CCC2)O